ClC1=CC2=C(NC(=N2)CNC2=NC(=NC=3N2N=CC3C=3N=CSC3)N3CCOCC3)C=C1Cl N-[(5,6-dichloro-1H-benzimidazol-2-yl)methyl]-2-(morpholin-4-yl)-8-(1,3-thiazol-4-yl)pyrazolo[1,5-a][1,3,5]triazin-4-amine